5-(2-thienyl)-1,3,4-oxadiazole-2-acetic acid ethyl ester C(C)OC(CC=1OC(=NN1)C=1SC=CC1)=O